C[C@@H]1N(CCC1)C(=O)O[C@H]1C[C@H](CC1)C1=CC(=NN1)NC(CC1=NN(C=C1)C)=O (1R,3S)-3-(3-{[(1-methyl-1H-pyrazol-3-yl)acetyl]amino}-1H-pyrazol-5-yl)cyclopentyl (2S)-2-methylpyrrolidine-1-carboxylate